OC[C@H]1N(C[C@@H]([C@H]([C@@H]1O)O)O)C[C@H]1CN(CC1)C=1C=NC=CC1C(F)(F)F (2R,3R,4R,5S)-2-(hydroxymethyl)-1-(((S)-1-(4-(trifluoromethyl)pyridin-3-yl)pyrrolidin-3-yl)methyl)piperidine-3,4,5-triol